tert-butyl (S)-4-(2-chloro-3-cyano-4-nitrophenyl)-2-(hydroxymethyl)piperazine-1-carboxylate ClC1=C(C=CC(=C1C#N)[N+](=O)[O-])N1C[C@H](N(CC1)C(=O)OC(C)(C)C)CO